Cl.C(C)OC1=C(OC[C@H]2CNCCO2)C=CC=C1 |r| (±)-2-[(2-ethoxyphenoxy)methyl]morpholine hydrochloride